13-hydroxy-9Z,11E,15Z-octadecatrienoic acid CC/C=C\CC(/C=C/C=C\CCCCCCCC(=O)O)O